3,5-bis(2-trifluoromethyl-4-aminophenoxy)benzoic acid FC(C1=C(OC=2C=C(C(=O)O)C=C(C2)OC2=C(C=C(C=C2)N)C(F)(F)F)C=CC(=C1)N)(F)F